ClC1=CC=C(C(=N1)C(=O)O)N[C@H](C)C1=C2N=C(C(=NC2=CC(=C1)C)C#N)N1C[C@@H](CCC1)CO 6-chloro-3-(((R)-1-(2-cyano-3-((R)-3-(hydroxymethyl)piperidin-1-yl)-7-methylquinoxalin-5-yl)ethyl)amino)picolinic acid